C(C=C)(=O)N.N[C@H]([C@@H](C)CC)C(=O)O D-allo-isoleucine-acrylamide